C1(CC1)C(=O)N1C[C@@H](CCC1)C=1C(=C(C(=O)O)C=CC1)F (S)-3-(1-(cyclopropanecarbonyl)piperidin-3-yl)-2-fluorobenzoic acid